1H-pyrazole-4-carboxylic acid tert-butyl ester, potassium salt [K].C(C)(C)(C)OC(=O)C=1C=NNC1